Pyrrolidinecarboxylic acid, sodium salt [Na+].N1(CCCC1)C(=O)[O-]